2-methyl-N-(4-phenyl-4,5,6,7-tetrahydrobenzothiazol-4-yl)propane-2-sulfonamide CC(C)(C)S(=O)(=O)NC1(CCCC2=C1N=CS2)C2=CC=CC=C2